C(OC1=CC(=CC=C1)OC)(OC)=O 3-methoxyphenyl methyl carbonate